FC1=C2C(=C(NC2=C(C=C1)F)C1=CC=C(C=C1)F)CCC(=O)N[C@@H]1C(OCC1)=O 3-[4,7-difluoro-2-(4-fluorophenyl)-1H-indol-3-yl]-N-[(3S)-2-oxotetrahydrofuran-3-yl]propanamide